tert-Butyl 4-[(3,4-dimethoxyphenyl)-(3-pyridyl)methylene]piperidine-1-carboxylate COC=1C=C(C=CC1OC)C(=C1CCN(CC1)C(=O)OC(C)(C)C)C=1C=NC=CC1